(2-methoxyphenyl)(5-(2-methoxyphenyl)oxazol-2-yl)methanone COC1=C(C=CC=C1)C(=O)C=1OC(=CN1)C1=C(C=CC=C1)OC